4-fluorosulfonylbenzoic acid FS(=O)(=O)C1=CC=C(C(=O)O)C=C1